FC=1C=C(C=CC1B1OC(C(O1)(C)C)(C)C)C(C)(C)NC(OC(C)(C)C)=O tert-butyl (2-(3-fluoro-4-(4,4,5,5-tetramethyl-1,3,2-dioxaborolan-2-yl)phenyl)propan-2-yl)carbamate